[Cr].[Al].[Ni].[Co].OC1=C(C=C(C=C1C(C)(C)CC)C(C)(C)CC)N1N=C2C(=N1)C=CC=C2 2-(2'-hydroxy-3',5'-di-tert-amyl-phenyl)benzotriazole cobalt-nickel-aluminum-chromium